CN1CCC(CC1)C(=O)NC=1SC(=CN1)C=1C=C2C=CN=C(C2=CC1)C 1-methyl-N-(5-(1-methylisoquinolin-6-yl)thiazol-2-yl)piperidine-4-carboxamide